1-methyl-3-(trifluoromethyl)-N-[2'-(trifluoromethyl)biphenyl-2-yl]-1H-pyrazole-4-carboxamide 6-chloro-4-((4-(4-Cyclopropyl-2-oxopiperazin-1-yl)phenyl)amino)pyridazine-3-carboxylate ClC1=CC(=C(N=N1)C(=O)O)NC1=CC=C(C=C1)N1C(CN(CC1)C1CC1)=O.CN1N=C(C(=C1)C(=O)NC1=C(C=CC=C1)C1=C(C=CC=C1)C(F)(F)F)C(F)(F)F